C(C)(C)(C)OC(=O)N1C(N([C@@H](C1)C(N(C)C1=C(C(=C(C=C1)F)Cl)F)=O)C1=NC2=CC=CC=C2C(=C1)C(F)(F)F)=O (S)-4-((3-chloro-2,4-difluorophenyl)(methyl)carbamoyl)-2-oxo-3-(4-(trifluoromethyl)quinolin-2-yl)imidazolidine-1-carboxylic acid tert-butyl ester